ClC1=C(SC=C1)C(=O)O 3-Chlorothiofuran-2-carboxylic acid